C(CCCCCCCCCCC)SCC1(CC(=CC=C1O)CSCCCCCCCCCCCC)C 2,4-bis[(laurylsulfanyl)methyl]-o-cresol